C(#CC)C1=C2C=CN(C2=NC=N1)[C@H]1[C@H](O)[C@H](O)[C@H](O1)CO 6-(Prop-1-yn-1-yl)-9-β-D-ribofuranosyl-7-deazapurine